FC1=C(C(=O)C2=NNC3=NC=CC=C32)C=CC(=C1NS(=O)(=O)C)F 3-[2,4-difluoro-3-(methanesulfonamido)benzoyl]-1H-pyrazolo[3,4-b]pyridin